tert-butyl ((trans)-2-cyanocyclopentyl)-N-(p-tolylsulfonyl)carbamate C(#N)[C@H]1[C@@H](CCC1)N(C(OC(C)(C)C)=O)S(=O)(=O)C1=CC=C(C=C1)C